N-(2-amino-3-(2-chloro-5-fluorophenoxy)-7-cyclopropyl-8-oxo-7,8-dihydro-6H-pyrazolo[4,5,1-ij]quinazolin-4-yl)-3-fluoro-5-(trifluoromethyl)benzamide NC1=NN2C(N(CC3=CC(=C(C1=C23)OC2=C(C=CC(=C2)F)Cl)NC(C2=CC(=CC(=C2)C(F)(F)F)F)=O)C2CC2)=O